methyl (5-{7-(4-cyanophenyl)-5-[4-(dimethylamino)piperidin-1-yl]imidazo[1,2-c]pyrimidin-8-yl}pyridin-2-yl)methylcarbamate C(#N)C1=CC=C(C=C1)C1=C(C=2N(C(=N1)N1CCC(CC1)N(C)C)C=CN2)C=2C=CC(=NC2)CNC(OC)=O